NC1=C(C2=C(S1)C(=CC=C2C2=C(C=C1C(=NC(=NC1=C2F)OC[C@]21CCCN1C[C@@H](C2)F)N2CCC(CCC2)C#N)Cl)F)C#N 1-(7-(2-Amino-3-cyano-7-fluorobenzo[b]thiophen-4-yl)-6-chloro-8-fluoro-2-(((2R,7aS)-2-fluorotetrahydro-1H-pyrrolizin-7a(5H)-yl)methoxy)quinazolin-4-yl)azepane-4-carbonitrile